C(#N)NC(=N)NC1CCCCC1 N-cyano-N'-cyclohexylguanidine